iron-bismuth oxide [Bi]=O.[Fe]